CC12C=CC(C3CCCC13)C2 5-methyltricyclo[4.3.0.12,5]-3-decene